Tert-butyl 3-(4-cyanophenyl)-4-((difluoromethoxy) methyl)-5,6-dihydropyridine-1(2H)-carboxylate C(#N)C1=CC=C(C=C1)C=1CN(CCC1COC(F)F)C(=O)OC(C)(C)C